COC1=CC=C(COCC2=CC=C(C=C2)OC)C=C1 4-methoxybenzyl oxide